5-(2-(methylamino)-7H-pyrrolo[2,3-d]pyrimidin-5-yl)-N-(1-methylpiperidin-4-yl)pyrazolo[1,5-a]pyridine-3-carboxamide CNC=1N=CC2=C(N1)NC=C2C2=CC=1N(C=C2)N=CC1C(=O)NC1CCN(CC1)C